8-(4-aminopiperidin-1-yl)-3-(2,4-dimethylbenzenesulfonyl)-4H,5H-[1,2,3]triazolo[1,5-a]quinazolin-5-one NC1CCN(CC1)C1=CC=C2C(NC=3N(C2=C1)N=NC3S(=O)(=O)C3=C(C=C(C=C3)C)C)=O